N-(4-bromo-3-(1H-1,2,4-triazol-3-yl)thiophen-2-yl)-2-(6-cyano-2-oxoquinolin-1(2H)-yl)acetamide BrC=1C(=C(SC1)NC(CN1C(C=CC2=CC(=CC=C12)C#N)=O)=O)C1=NNC=N1